N[C@H]1CCC([C@@H](NC1)C)=O (2S,6S)-6-amino-2-methylazepan-3-one